[Cl-].CC(C(=O)OCC[N+](C)(C)C)=C 2-methylacryloxyethyltrimethyl-ammonium chloride